N1=CC=CC2=C(C=CC=C12)COC1=CC=CC(=N1)C1CCN(CC1)COC(=O)C=1C=CC2=C(NC=N2)C1.C1(CC2C(CC1)O2)CC[Si](OC)(OC)OC β-(3,4-epoxycyclohexyl)ethyltrimethoxysilane ((4-(6-(quinolin-5-ylmethoxy)pyridin-2-yl)piperidine-1-yl)methyl)-1H-benzo[d]imidazole-6-carboxylate